C1(CC1)C(=O)NC1=NC=C(C(=O)NOCC)C(=C1)NC1=C(C=C(C(=C1)F)C1CC1)N(S(=O)(=O)C)C 6-(Cyclopropanecarboxamido)-4-((4-cyclopropyl-5-fluoro-2-(N-methylmethanesulfonamido)phenyl)amino)-N-ethoxynicotinamide